2-(7-amino-2-(4-chloro-2-fluorophenyl)-2-methyl-naphtho[2,3-d][1,3]dioxolan-6-yl)propan-2-ol NC=1C(=CC2=CC3=C(OC(O3)(C)C3=C(C=C(C=C3)Cl)F)C=C2C1)C(C)(C)O